tert-butyl (2S)-2-[4-fluoro-2-(4-butoxy-4,5-dihydroisoxazol-3-yl)phenoxy]propanoate FC1=CC(=C(O[C@H](C(=O)OC(C)(C)C)C)C=C1)C1=NOCC1OCCCC